1-nonyl-2-butylpyridinium chloride [Cl-].C(CCCCCCCC)[N+]1=C(C=CC=C1)CCCC